tert-butyl (1R,5R)-6-(7-(8-ethynylnaphthalen-1-yl)-8-fluoropyrido[4,3-d]pyrimidin-4-yl)-2,6-diazabicyclo[3.2.0]heptane-2-carboxylate C(#C)C=1C=CC=C2C=CC=C(C12)C1=C(C=2N=CN=C(C2C=N1)N1[C@@H]2CCN([C@@H]2C1)C(=O)OC(C)(C)C)F